4'-dimethoxymethyl-biphenyl COC(C1=CC=C(C=C1)C1=CC=CC=C1)OC